N-(3-cyclopropoxy-1-(4-oxocyclohexyl)-1H-pyrazol-4-yl)carboxamide C1(CC1)OC1=NN(C=C1NC=O)C1CCC(CC1)=O